ClC1=CC=C(C=C1)NCC(=O)O N-(p-chlorophenyl)glycine